Cl.N[C@H](C)C1=CC=C(C=C1)C1=C(C=C(C=2NC(C3=C(C=CC=C3C12)OC)=O)C)OC (R)-1-(4-(1-aminoethyl)phenyl)-2,7-dimethoxy-4-methyl-6(5H)-phenanthridinone hydrochloride